OC(=O)C(F)(F)F.FC(C1=CC=CC(=N1)NC(=O)C=1C(=CC=2N(C1)C=C(N2)C2CCC(CC2)CN2CCC(CC2)C2=CC=C(C=C2)C2C(NC(CC2)=O)=O)OC(C)C)F N-[6-(difluoromethyl)-2-pyridinyl]-2-[4-[[4-[4-(2,6-dioxo-3-piperidinyl)phenyl]-1-piperidinyl]methyl]cyclohexyl]-7-isopropoxy-imidazo[1,2-a]pyridine-6-carboxamide TFA salt